C1(=CC=CC=C1)NCC(N)=S 2-(phenylamino)ethanethioamide